CN1[C@@H](CCC1)COC=1N=C(C2=C(N1)CN(CC2)C2CCCC1=CC=CC=C21)C2N(CCNC2)C(=O)O 2-((((S)-1-methylpyrrolidin-2-yl)methoxy)-7-(1,2,3,4-tetrahydronaphthalen-1-yl)-5,6,7,8-tetrahydropyrido[3,4-d]pyrimidin-4-yl)piperazine-1-carboxylic acid